C(CC)(=O)O.C(CC)(=O)O.C(CC)(=O)O.C(C)(C)(C)CN t-butyl-aminomethane tripropionate